C(#N)C=1C(=CC(=C(C1)C1=CN=C(O1)C(=O)N[C@H]1CN([C@H](C1)C)C#N)OC)F 5-(5-Cyano-4-fluoro-2-methoxyphenyl)-N-((3R,5S)-1-cyano-5-methylpyrrolidin-3-yl)oxazole-2-carboxamide